C(#N)CN(C(=O)C1=CN=C(S1)N1N=C(N=C1[C@H](C)NC(C1=CC(=CC(=C1)OC(F)(F)F)C1CC1)=O)C)C N-(cyanomethyl)-2-(5-{(1S)-1-[3-cyclopropyl-5-(trifluoromethoxy)benzamido]ethyl}-3-methyl-1H-1,2,4-triazol-1-yl)-N-methyl-1,3-thiazole-5-carboxamide